FC1=CC(=C(C(=C1)C(C)C)CC(=O)O)C1=CC(=NC=C1)O 2-(4-fluoro-2-(2-hydroxypyridin-4-yl)-6-isopropylphenyl)acetic acid